COC(=O)N1CC2=C(CC1)NN=C2C(=O)N2CCC(CC2)C2=C(C(=CC=C2)F)C(F)(F)F 3-(4-(3-fluoro-2-(trifluoromethyl)phenyl)piperidine-1-carbonyl)-1,4,6,7-tetrahydro-5H-pyrazolo[4,3-c]pyridine-5-carboxylic acid methyl ester